CN1N=C(C2=CC(=CC=C12)[N+](=O)[O-])C=O 1-methyl-5-nitro-1H-indazole-3-carboxaldehyde